CC1=CC=C2CCCC(C2=C1)=O 7-methyl-3,4-dihydronaphthalen-1(2H)-one